BrC(C(=O)[O-])C 2-bromopropanoate